2,2,2-trifluoroethylhydrazine FC(CNN)(F)F